N1N=CC(=C1)CCNC1=NC(=NC(=C1C)C)C(=O)N1C(COCC1)C1=C(C=CC=C1)Cl (4-((2-(1H-pyrazol-4-yl)ethyl)amino)-5,6-dimethylpyrimidin-2-yl)(3-(2-chlorophenyl)morpholino)methanone